ethyleneglycol bis(2-aminoethyl) ether NCCOCCOCCN